(S)-1-(1-(6-amino-3-chloropyridazin-4-yl)-2-methoxyethyl)-5,5-difluorotetrahydropyrimidin-2(1H)-one NC1=CC(=C(N=N1)Cl)[C@@H](COC)N1C(NCC(C1)(F)F)=O